diethyl 1,7-heptanedioate C(CCCCCC(=O)OCC)(=O)OCC